NN1C(=CC=C1)C#N N-amino-2-cyanopyrrole